O=C1NC(CCC1N1C(C2=CC=C(C=C2C1=O)NCCCCCCN1N=CC(=C1)C1=NC2=CC(=CC=C2N=C1)C1CCNCC1)=O)=O 2-(2,6-dioxopiperidin-3-yl)-5-((6-(4-(7-(piperidin-4-yl)quinoxalin-2-yl)-1H-pyrazol-1-yl)hexyl)amino)isoindoline-1,3-dione